NC1=C2C=NC(=NC2=CC(=C1F)C1=C(C2=C(OCCN2)N=C1)C)NC1=CC=C(C=C1)CC(C)(O)C 1-(4-{[5-amino-6-fluoro-7-(8-methyl-2,3-dihydro-1H-pyrido[2,3-b][1,4]oxazin-7-yl)quinazolin-2-yl]amino}phenyl)-2-methylpropan-2-ol